2-(3,6-Difluoropyridin-2-yl)-7-(trifluoromethyl)imidazo[1,2-c]pyrimidine FC=1C(=NC(=CC1)F)C=1N=C2N(C=NC(=C2)C(F)(F)F)C1